1-(4-((4H-benzo[d][1,3]dioxin-6-yl)(6-methoxypyridin-3-yl)methyl)piperazine-1-carbonyl)-1H-pyrazole-4-carbonitrile O1COCC2=C1C=CC(=C2)C(N2CCN(CC2)C(=O)N2N=CC(=C2)C#N)C=2C=NC(=CC2)OC